(methacryl-oxypropyl)trimethoxysilane C(=O)(C(=C)C)OCCC[Si](OC)(OC)OC